2,6-di(bromomethyl)-1,4-phenyleneoxide BrCC1=C2C(=CC(=C1)O2)CBr